ClC=1C=C2C(=C3C4(NC(NC13)=O)CCCCC4)OC(=C2)C(=O)NCC2CCN(CC2)C 5'-chloro-N-[(1-methylpiperidin-4-yl)methyl]-7'-oxo-7',8'-dihydro-6'H-spiro[cyclohexane-1,9'-furo[2,3-f]quinazoline]-2'-carboxamide